(5R,6S)-5-(4-(4-(dimethoxymethyl)piperidin-1-yl)phenyl)-8,8-difluoro-6-(4-(trifluoromethyl)phenyl)-5,6,7,8-tetrahydronaphthalen-2-ol COC(C1CCN(CC1)C1=CC=C(C=C1)[C@@H]1C=2C=CC(=CC2C(C[C@@H]1C1=CC=C(C=C1)C(F)(F)F)(F)F)O)OC